(R)-2-(4-Phenyloxazolidin-2-ylidene)hydrazine-1-carboxylic acid ethyl ester C(C)OC(=O)NN=C1OC[C@H](N1)C1=CC=CC=C1